4-(4-benzyloxycarbonylaminophenyl)butyric acid C(C1=CC=CC=C1)OC(=O)NC1=CC=C(C=C1)CCCC(=O)O